BisTertiaryButylAminoSilane C(C)(C)(C)N[SiH2]NC(C)(C)C